1-(4-{4-{(5R)-5-(2,6-difluorophenyl)-4,5-dihydro-1,2-oxazol-3-yl}-1,3-thiazol-2-yl}piperidin-1-yl)-2-[5-methyl-3-(trifluoromethyl)-1H-pyrazol-1-yl]ethanone FC1=C(C(=CC=C1)F)[C@H]1CC(=NO1)C=1N=C(SC1)C1CCN(CC1)C(CN1N=C(C=C1C)C(F)(F)F)=O